2,6-diphenyl-4-octadecyloxyphenol C1(=CC=CC=C1)C1=C(C(=CC(=C1)OCCCCCCCCCCCCCCCCCC)C1=CC=CC=C1)O